O[C@H]1[C@@H](O[C@@H]([C@@H]([C@@H]1N1N=NC(=C1)C1=CC(=C(C(=C1)F)F)F)O)CO)S[C@H](C(=O)N(CC(C)(C)C)C)C(C)(C)O (S)-2-(((2S,3R,4S,5R,6R)-3,5-dihydroxy-6-(hydroxymethyl)-4-(4-(3,4,5-trifluorophenyl)-1H-1,2,3-triazol-1-yl)tetrahydro-2H-pyran-2-yl)thio)-3-hydroxy-N,3-dimethyl-N-neopentylbutanamide